C1(CCC1)NC1=NC=C(C(=C1)C(=O)NC[C@@H](O)[C@H]1N(CC2=CC(=CC=C2C1)OCOC)C(=O)OC(C)(C)C)OC tert-butyl (3S)-3-[(1R)-2-[[2-(cyclobutylamino)-5-methoxy-pyridine-4-carbonyl]amino]-1-hydroxy-ethyl]-7-(methoxymethoxy)-3,4-dihydro-1H-isoquinoline-2-carboxylate